CN1N=NC=2C1=NC=C(C2C)C(CC(=O)[O-])C=2C=C(C1=C(C=CS1)C2)CO 3-(3,7-dimethyl-3H-[1,2,3]triazolo[4,5-b]pyridin-6-yl)-3-[7-(hydroxymethyl)-1-benzothiophen-5-yl]propanoate